3-sulfopropylacrylate S(=O)(=O)(O)CCCOC(C=C)=O